3-bromo-5-(1-(2,4-difluorophenoxy)-4-((tetrahydro-2H-pyran-2-yl)oxy)butyl)-1-(methoxymethyl)-1H-1,2,4-triazole BrC1=NN(C(=N1)C(CCCOC1OCCCC1)OC1=C(C=C(C=C1)F)F)COC